C(C#C)N1CCC2(CN(C2)C(=O)OC(C)(C)C)CC1 tert-butyl 7-prop-2-ynyl-2,7-diazaspiro[3.5]nonane-2-carboxylate